FC1=CC=C(C=C1)C(C(=O)O)OC 2-(4-fluorophenyl)-2-methoxyacetic acid